S1CCN(CC1)C1=CC(C1=O)=O 4-thiomorpholinocyclobut-3-ene-1,2-dione